4-((4-(13-(9H-fluoren-9-yl)-3,11-dioxo-2,7,12-trioxa-4,10-diazatridecyl)-6-bromo-2-oxo-2H-chromen-7-yl)oxy)butanoic acid C1=CC=CC=2C3=CC=CC=C3C(C12)COC(NCCOCCNC(OCC1=CC(OC2=CC(=C(C=C12)Br)OCCCC(=O)O)=O)=O)=O